FC1C(CC2=C(C=C(C=C12)C(C(=O)N)(C)N(C)C)F)CO [3,7-difluoro-2-(hydroxymethyl)indan-5-yl]-2-(dimethylamino)propanamide